gallium-silver [Ag].[Ga]